C1(=CC=CC=C1)C1=NC(=CC(=N1)C1=CC(=C(C#N)C(=C1)N1C2=C(C=3C=CC=CC13)N=CC=C2)N2C1=C(C=3C=CC=CC23)N=CC=C1)C1=CC=CC=C1 4-(2,6-diphenylpyrimidin-4-yl)-2,6-bis(5H-pyrido[3,2-b]indol-5-yl)benzonitrile